3-(2-(4-butylphenyl)-4-isopropylthiazol-5-yl)-1-(4-((1-hydroxy-2-methylpropan-2-yl)oxy)-3-methylphenyl)propan-1-one C(CCC)C1=CC=C(C=C1)C=1SC(=C(N1)C(C)C)CCC(=O)C1=CC(=C(C=C1)OC(CO)(C)C)C